2-(2-amino-6-((4-acetamidophenyl)amino)-9H-purin-9-yl)-N-(1-ethyl-3-methyl-1H-pyrazol-5-yl)acetamide NC1=NC(=C2N=CN(C2=N1)CC(=O)NC1=CC(=NN1CC)C)NC1=CC=C(C=C1)NC(C)=O